6-((R)-3-(2,3-difluorophenyl)isoxazolidin-2-yl)-N-(4-(4-((S)-2,4-dimethylpiperazine-1-yl)piperidin-1-yl)-2-methoxyphenyl)pyrimidin-4-amine FC1=C(C=CC=C1F)[C@@H]1N(OCC1)C1=CC(=NC=N1)NC1=C(C=C(C=C1)N1CCC(CC1)N1[C@H](CN(CC1)C)C)OC